naphthyl(p-chlorophenyl)methylene(cyclopentadienyl)(2,7-dimethyl-3,6-di-tert-butylfluorenyl)zirconium dichloride [Cl-].[Cl-].C1(=CC=CC2=CC=CC=C12)C(=[Zr+2](C1=C(C(=CC=2C3=CC(=C(C=C3CC12)C)C(C)(C)C)C(C)(C)C)C)C1C=CC=C1)C1=CC=C(C=C1)Cl